FC=1N=C(SC1CN1[C@H](C[C@](C1)([2H])OC1=NC=NC(=C1)OC)C)NC(C)=O N-(4-fluoro-5-(((2S,4S)-4-((6-methoxypyrimidin-4-yl)oxy)-2-methylpyrrolidin-1-yl-4-d)methyl)thiazol-2-yl)acetamide